Cl\C(=C\1/C(NC2=CC=C(C=C12)C(=O)OC)=O)\C1=CC=C(C=C1)OC methyl (Z)-3-(chloro(4-methoxyphenyl)methylene)-2-oxoindoline-5-carboxylate